C(C)(C)(C)OC(=O)N(CC(=O)O)CC(C)C N-(tert-butoxycarbonyl)-N-isobutylglycine